COC1=C(CN2C(C3=CC(=CC(=C3CC2)C=2C(=NN(C2)C)C(F)(F)F)C(=O)OC)=O)C=CC(=C1)OC Methyl 2-(2,4-dimethoxybenzyl)-5-(1-methyl-3-(trifluoromethyl)-1H-pyrazol-4-yl)-1-oxo-1,2,3,4-tetrahydroisoquinoline-7-carboxylate